BrC1=CC(=C(C=C1F)NS(=O)(=O)C1=CNC(=C1)C1=C(C=CC=C1)Cl)F N-(4-bromo-2,5-difluorophenyl)-5-(2-chlorophenyl)-1H-pyrrole-3-sulfonamide